C1(=CC=C(C=C1)N(C1=CC=CC=C1)C1=CC=C(C=C1)C1=CC(=C(C=C1)C1=CC2=CC=CC=C2C=C1)C1=CC=CC=C1)C1=CC=CC=C1 biphenyl-4-yl-{1'-(naphthalene-2-yl)-[1,2':4',1'']terphenyl-4''-yl}-phenyl-amine